NC1=C2C(=NC=N1)N(N=C2C2=CC(=C(C=C2)NC(=O)NC=2N(N=C(C2)C(C)(C)C)C2=CC=C(C=C2)C)Cl)C 1-[4-(4-amino-1-methyl-1H-pyrazolo[3,4-d]pyrimidin-3-yl)-2-chloro-phenyl]-3-(5-tert-butyl-2-p-tolyl-2H-pyrazol-3-yl)-urea